C(C)(C)(C)OC(=O)N1CCN(CCC1)CCCCCCO tert-butyl-4-(6-hydroxyhexyl)-1,4-diazepane-1-carboxylate